FC1=C(C2=C(C(=N1)O)N=C(S2)[NH-])C2=CC=CC=C2 (6-fluoro-4-hydroxy-7-phenyl-thiazolo[4,5-c]pyridin-2-yl)-amid